C(C)(C)NC=1N(C(C2=C(N1)CN([C@@H](C2)C)C(=O)OC(C)(C)C)=O)CCCC(=O)NC (R)-tert-Butyl 2-(isopropylamino)-6-methyl-3-(4-(methylamino)-4-oxobutyl)-4-oxo-3,4,5,6-tetrahydropyrido[3,4-d]pyrimidine-7(8H)-carboxylate